methyl 7-(dimethoxyphosphoryl)-2-naphthoate COP(=O)(OC)C1=CC=C2C=CC(=CC2=C1)C(=O)OC